C(C)(C)(C)OC(=O)N[C@@H]1CC[C@H](CC1)C(=O)N[C@@H](CC=1C(=C(C(=O)OC(C)(C)C)C=CC1)OC)B1OC2(C3C(C(CC2O1)C3)(C)C)C tert-butyl 3-((2R)-2-(trans-4-(tert-butoxycarbonylamino)cyclohexanecarboxamido)-2-(2,9,9-trimethyl-3,5-dioxa-4-bora-tricyclo[6.1.1.02,6]dec-4-yl)ethyl)-2-methoxybenzoate